5-bromo-1-N-methylpyrazolo[3,4-b]pyridine BrC=1C=C2C(=NC1)N(N=C2)C